C(=CC)CO[Si](OC)(OC)CCCCCCCCCCCCCCCCCC propenyl-octadecyl-trimethoxysilane